NCCOCCNC(C1=C(C=C(C=C1)NC=1C=2N(C=CN1)C(=CN2)C=2C(=NN(C2)CC#N)SC)CC)=O N-(2-(2-aminoethoxy)ethyl)-4-((3-(1-(cyanomethyl)-3-(methylthio)-1H-pyrazol-4-yl)imidazo[1,2-a]pyrazin-8-yl)amino)-2-ethylbenzamide